C[C@H]1NC(C2=C(C=3C=4C=CC(=NC4C=CC3S2)C=2C=CC(=NC2)N2CCN(CC2)CCOC2=CC=C(C=C2)C2C(NC(CC2)=O)=O)NC1)=O 3-(4-(2-(4-(5-((R)-10-methyl-8-oxo-9,10,11,12-tetrahydro-8H-[1,4]diazepino[5',6':4,5]thieno[3,2-f]quinolin-3-yl)pyridin-2-yl)piperazin-1-yl)ethoxy)phenyl)piperidine-2,6-dione